5-Amino-2-methoxynicotinonitrile NC=1C=NC(=C(C#N)C1)OC